C(C)(C)(C)C1=CC=C(C(=O)NC(C(=O)OCC)=C)C=C1 ethyl N-(4-tert-butylbenzoyl)-2-aminoacrylate